5-methylenecyclopenta[b]furan-6-yl methacrylate C(C(=C)C)(=O)OC=1C(C=C2C1OC=C2)=C